OC[C@@H]1[C@H]2CC[C@@H](CN1)N2C(=O)[O-] (1R,2S,5S)-2-(hydroxymethyl)-3,8-diazabicyclo[3.2.1]Octane-8-carboxylate